2-amino-3-(4-(hydrazineylmethyl)phenyl)propanoic acid NC(C(=O)O)CC1=CC=C(C=C1)CNN